BrC=1C=CC(=NC1)N1C=CC=C1 5-bromo-2-(1H-pyrrol-1-yl)pyridine